7-bromo-3-methylquinolin-2(1H)-one BrC1=CC=C2C=C(C(NC2=C1)=O)C